7-(5-chloro-2-(3-(2-methyl-4,6-dioxo-5,6,7,8-tetrahydroquinazolin-3(4H)-yl)prop-1-yn-1-yl)phenyl)thieno[3,2-b]pyridine-3-carboxylic acid ClC=1C=CC(=C(C1)C1=C2C(=NC=C1)C(=CS2)C(=O)O)C#CCN2C(=NC=1CCC(CC1C2=O)=O)C